3-amino-4-(7-fluoro-1H-indazol-4-yl)-6-[(3S)-oxolan-3-yl]oxy-1H-1,7-phenanthrolin-2-one NC=1C(NC2=C3C=CC=NC3=C(C=C2C1C1=C2C=NNC2=C(C=C1)F)O[C@@H]1COCC1)=O